C(CCCCCCCCC)C(C(=O)N)(CCCCCC)CCCCCCCCCC DIDECYLOCTANAMIDE